FC(OC1CC(C1)C1=NN=C(O1)C12CC(C1)(C2)N)(F)F 3-(5-((1s,3s)-3-(trifluoromethoxy)cyclobutyl)-1,3,4-oxadiazol-2-yl)bicyclo[1.1.1]pentan-1-amine